3-(1-(2-(1-hydroxyethyl)pyridin-4-yl)vinyl)-1,5-dihydro-4H-pyrazolo[3,4-d]pyrimidin-4-one OC(C)C1=NC=CC(=C1)C(=C)C1=NNC=2N=CNC(C21)=O